C(=C)(C)C1=C(C=CC(=C1)[Si](OC)(OC)OC)O 2-isopropenyl-4-(trimethoxysilyl)phenol